(1S,3R,4R)-3-Amino-4-hydroxycyclopentane-1-carboxylic acid N[C@@H]1C[C@@H](C[C@H]1O)C(=O)O